BrCCCOC=1C=C(C=CC1)CO [3-(3-Bromopropoxy)phenyl]methanol